C(C(=O)C1=CC=C(C(=O)OC)C=C1)(=O)C1=CC=C(C(=O)OC)C=C1 dimethyl 4,4'-oxalyldibenzoate